CC1=NC(=CC(=N1)NC1=CC(=C(N=N1)C(=O)NOCC)NC1=C(C(=CC(=C1)F)C1=NC=C(C=N1)C)OC)C 6-((2,6-Dimethylpyrimidin-4-yl)amino)-N-ethoxy-4-((5-fluoro-2-methoxy-3-(5-methylpyrimidine-2-yl)phenyl)amino)pyridazine-3-carboxamide